NC1=C(C(=C2C(=N1)OC1=CC(=CC=C1C2SC2=CC=C(C=C2)SC)O)N)C#N 2,4-diamino-8-hydroxy-5-((4-(methylthio)phenyl)thio)-5H-chromeno[2,3-b]pyridine-3-carbonitrile